4-acetylphenyldisulfide C(C)(=O)C1=CC=C(C=C1)SSC1=CC=C(C=C1)C(C)=O